NC1=C(C=NC=C1C=1C=C2C(=C(C=NC2=CC1)C1=CC(=CC(=C1)C)F)N1CCC(CC1)N)C#N 4-Amino-5-[4-(4-aminopiperidin-1-yl)-3-(3-fluoro-5-methylphenyl)chinolin-6-yl]pyridin-3-carbonitril